COC=1C=2N(C=C(N1)C(=O)NC=1C(=NC=CC1)OC)C=C(N2)C21COC(CC2)(C1)C 8-methoxy-N-(2-methoxypyridin-3-yl)-2-(1-methyl-2-oxabicyclo[2.2.1]heptan-4-yl)imidazo[1,2-a]pyrazine-6-carboxamide